N-(5-(5-chlorothiophen-2-yl)-4-cyclobutyl-1H-pyrazol-3-yl)-3,3-difluorocyclobutane-1-carboxamide ClC1=CC=C(S1)C1=C(C(=NN1)NC(=O)C1CC(C1)(F)F)C1CCC1